[4-[(E)-[isobutyl-(7-methylthieno[3,2-d]pyrimidin-4-yl)hydrazono]methyl]-2-methoxyphenyl]boronic acid C(C(C)C)N(\N=C\C1=CC(=C(C=C1)B(O)O)OC)C=1C2=C(N=CN1)C(=CS2)C